C[C@@H]1CC2=NN3C(C(N(C[C@@H](C3)C3=NNC=C3)C)=O)=C2CN1 |o1:10| (3R,8S*)-3,10-dimethyl-8-(1H-pyrazol-3-yl)-3,4,7,8,9,10-hexahydro-1H-pyrido[4',3':3,4]pyrazolo[1,5-a][1,4]-diazepin-11(2H)-one